C(C)(C)(C)OC(=O)N1[C@H](C[C@](C1)(O)C1=CC(=C(C=C1)OC(F)F)OCC1CC1)C(=O)O (2R,4S)-1-(tert-Butoxycarbonyl)-4-(3-(cyclopropylmethoxy)-4-(difluoromethoxy)phenyl)-4-hydroxypyrrolidine-2-carboxylic acid